C1(C=CC(N1CCCCCC(=O)C1C(=O)N(C(C1)=O)O)=O)=O maleimidohexanoyl-N-hydroxysuccinimide